NC=1OC=C(N1)C(=O)OCC ethyl 2-aminooxazole-4-Carboxylate